(2R,3R,4S,5R)-2-{4-amino-5-bromo-7H-pyrrolo[2,3-d]pyrimidin-7-yl}-5-[(1E)-5-aminopent-1-en-1-yl]oxolane-3,4-diol NC=1C2=C(N=CN1)N(C=C2Br)[C@@H]2O[C@@H]([C@H]([C@H]2O)O)\C=C\CCCN